C(C)(=O)N1C(CCC1=O)C(=O)NC1=C(C=CC(=C1)OC1=CC=C(C=C1)C(F)(F)F)OC 1-Acetyl-N-(2-methoxy-5-(4-(trifluoromethyl)phenoxy)phenyl)-5-oxopyrrolidine-2-carboxamide